[O-2].[O-2].[Ti+4].[Ni+2].[Cu+2] copper-nickel-titanium dioxide